NC(CC=1C=C2C=CNC2=CC1)C 5-(2-aminopropyl)indole